3-[[4-[[(2S,3S,5R)-5-(6-tert-butyl-5-methyl-pyrrolo[2,3-b]pyrazin-3-yl)-2-isobutyl-1,4-oxazepan-3-yl]methoxy]-6-(2,6-dimethylphenyl)pyrimidin-2-yl]sulfamoyl]benzoic acid C(C)(C)(C)C1=CC=2C(=NC(=CN2)[C@@H]2N[C@H]([C@@H](OCC2)CC(C)C)COC2=NC(=NC(=C2)C2=C(C=CC=C2C)C)NS(=O)(=O)C=2C=C(C(=O)O)C=CC2)N1C